[Si](C)(C)(C(C)(C)C)OCCC(C(=O)O)C1=CC=C(C=C1)[N+](=O)[O-] 4-((tert-butyldimethylsilyl)oxy)-2-(4-nitrophenyl)butanoic acid